C(C1=CC=CC=C1)OC1=CC=C(C=C1)CC(C(=O)O)\N=C/1\C2=CC=CC=C2C=2CC(CCC2C1=O)(C)C 3-[4-(benzyloxy)phenyl]-2-{[(9Z)-3,3-dimethyl-10-oxo-1,2,3,4,9,10-hexahydrophenanthren-9-ylidene]amino}propanoic acid